C(C)(C)(C)OC(=O)NCCC(C1=CC(=CC=C1)Cl)NC1=NC(=CC=C1C(=O)OCC)Cl ethyl 2-[[3-(tert-butoxycarbonylamino)-1-(3-chlorophenyl)propyl] amino]-6-chloro-pyridine-3-carboxylate